2-(2-thienyl)-1,4-dihydroquinazolin-4-one S1C(=CC=C1)C=1NC2=CC=CC=C2C(N1)=O